(5-Bromopyridin-3-yl)methanol BrC=1C=C(C=NC1)CO